(2-(((4-Cyclohexyl-1-(morpholinosulfonyl)pyrrolidin-2-yl)methyl)sulfonyl)pyridin-4-yl)methanamine C1(CCCCC1)C1CC(N(C1)S(=O)(=O)N1CCOCC1)CS(=O)(=O)C1=NC=CC(=C1)CN